COC1=C(C=C2C(=NC=NC2=C1)C=1C(=NOC1)C1=CC=CC=C1)NC(CC)=O N-(7-methoxy-4-(3-phenylisoxazol-4-yl)quinazolin-6-yl)propionamide